ClC=1C(=C(NC=2C3=C(N=CN2)C=CC(=N3)O[C@@H]3CN(CC3)C(=O)OC(C)(C)C)C=CC1OC(F)(F)F)F tert-butyl (3S)-3-[4-[3-chloro-2-fluoro-4-(trifluoromethoxy)anilino]pyrido[3,2-d]pyrimidin-6-yl]oxypyrrolidine-1-carboxylate